F[C@H]1CN(CC[C@H]1NC1=C2C=C(N(C2=CC=C1)CC(F)(F)F)C#CCNC1=C(C=C(C(=O)N)C=C1)OC)C 4-((3-(4-(((3S,4R)-3-fluoro-1-methylpiperidin-4-yl)amino)-1-(2,2,2-trifluoroethyl)-1H-indol-2-yl)prop-2-yn-1-yl)amino)-3-methoxybenzamide